trans-1-(4-(2-((4-aminocyclohexyl)amino)-5-fluoropyrimidin-4-yl)pyridin-2-yl)pyrrolidin-2-one N[C@@H]1CC[C@H](CC1)NC1=NC=C(C(=N1)C1=CC(=NC=C1)N1C(CCC1)=O)F